(1-(formyloxy)butyl)-[1,1'-biphenyl]-4-carboxylic acid C(=O)OC(CCC)C1=C(C=CC(=C1)C(=O)O)C1=CC=CC=C1